2-(4-(bromomethyl)phenyl)-1-methyl-1H-imidazole BrCC1=CC=C(C=C1)C=1N(C=CN1)C